CO\C(\C)=C\C (E)-2-methoxybut-2-ene